(3S,4S) and (3R,4R)-3-(2,3-dihydro-1,4-benzodioxin-6-yl)-2-(3,3-dimethyl-2-oxo-2,3-dihydro-1H-indol-6-yl)-1-oxo-1,2,3,4-tetrahydroisoquinoline-4-carboxylic acid O1CCOC2=C1C=CC(=C2)[C@H]2N(C(C1=CC=CC=C1[C@@H]2C(=O)O)=O)C2=CC=C1C(C(NC1=C2)=O)(C)C |r|